COC=1C=COC1 4-methoxyfuran